C1=CC=C2C=CC=3C=C4C=5C(C=CC6=CC1=C2C3C65)=CC=C4 dibenzo[cd,jk]Pyrene